6-(Methylamino)pyridin CNC1=CC=CC=N1